COC(C1=CC=C(C=C1)NC([C@H](CC1=CC=CC=C1)N1N=C(C(=CC1=O)C1=C(C=CC(=C1)Cl)C(CC)=O)OC([2H])([2H])[2H])=O)=O (S)-4-(2-(4-(5-chloro-2-propionylphenyl)-3-(methoxy-d3)-6-oxopyridazin-1(6H)-yl)-3-phenylpropionamido)-benzoic acid methyl ester